4-heptenoic acid C(CCC=CCC)(=O)O